C(CCCCCCC\C=C/CCCCCCCC)/C(/C(=O)[O-])=C/C(=O)[O-].C(CCCCCCC\C=C/CCCCCCCC)/C(/C(=O)[O-])=C/C(=O)[O-].C(CCC)[Sn+4]CCCC dibutyltin bis(oleyl maleate)